COC1=CC=C(C=C1)C=1C=CC2=C(N(C(=N2)C2=NN(C3=CC=C(C=C23)C(=O)OC)COCC[Si](C)(C)C)COCC[Si](C)(C)C)C1 methyl 3-(6-(4-methoxyphenyl)-1-((2-(trimethylsilyl)ethoxy)methyl)-1H-benzo[d]imidazol-2-yl)-1-((2-(trimethylsilyl)ethoxy)methyl)-1H-indazole-5-carboxylate